C(CC(=O)O)(=O)O.C(#N)C1=CC(=CC=2N=C(OC21)C=2C(=C(C=CC2)C2=C(C(=CC=C2)NC=2N=CC=C1C=C(C=NC21)CN2C[C@@H](CC2)O)C)C)CN2C[C@@H](CC2)C(=O)O (R)-1-((7-cyano-2-(3'-(3-(((R)-3-hydroxypyrrolidin-1-yl)methyl)-1,7-naphthyridin-8-ylamino)-2,2'-dimethylbiphenyl-3-yl)benzo[d]oxazol-5-yl)methyl)pyrrolidine-3-carboxylic acid malonate